ClC1=CC(=CC(=N1)N1CCN(CC1)S(=O)(=O)C1=CC=C(C=C1)N1C(OC(C1C)C1O[C@H]([C@@H]([C@@H]1O)O)OC)=O)C(F)(F)F 3-[4-[4-[6-Chloro-4-(trifluoromethyl)-2-pyridyl]piperazin-1-yl]sulfonylphenyl]-5-[(3S,4R,5R)-3,4-dihydroxy-5-methoxy-tetrahydrofuran-2-yl]-4-methyl-oxazolidin-2-one